(4-amino-7-fluoro-2,3-dihydrofuro[3,2-c]quinolin-8-yl)((3S)-3-(4-(trifluoromethyl)phenyl)-4-morpholinyl)methanone methyl-α-cyanocinnamate COC(C(=CC1=CC=CC=C1)C#N)=O.NC1=NC=2C=C(C(=CC2C2=C1CCO2)C(=O)N2[C@H](COCC2)C2=CC=C(C=C2)C(F)(F)F)F